FC1=C(CN(S(=O)(=O)C)C2=CC=C(C=C2)C)C=CC(=C1)C=1OC(=NN1)C(F)(F)F N-(2-fluoro-4-(5-(trifluoromethyl)-1,3,4-oxadiazol-2-yl)benzyl)-N-(p-tolyl)methanesulfonamide